C(#N)C=1C=C(C=CC1)NC(C1=C(C=C(C=C1)C(F)(F)F)C1CCOC2=CC(=CC=C12)F)=O N-(3-cyanophenyl)-2-(7-fluorochroman-4-yl)-4-(trifluoromethyl)benzamide